N-(4-amino-3,4-dioxo-1-phenylbutan-2-yl)-3-methyl-1-(4-phenylpyrimidin-2-yl)-1H-pyrazole-5-carboxamide NC(C(C(CC1=CC=CC=C1)NC(=O)C1=CC(=NN1C1=NC=CC(=N1)C1=CC=CC=C1)C)=O)=O